(5S)-5-(3,5-difluorophenyl)-2-{trans-3-[(pyrrolo[1,2-d][1,2,4]triazin-4-yl)oxy]cyclobutyl}-2,5,6,7-tetrahydro-3H-pyrrolo[2,1-c][1,2,4]triazol-3-one FC=1C=C(C=C(C1)F)[C@@H]1CCC2=NN(C(N21)=O)[C@@H]2C[C@H](C2)OC2=NN=CC=1N2C=CC1